6-nitrobenzo[d]thiazole-2-amine [N+](=O)([O-])C1=CC2=C(N=C(S2)N)C=C1